3-[(6-methoxy-1,3-benzothiazol-2-yl)carbamoyl]bicyclo[2.2.1]hept-5-ene-2-carboxylic acid COC1=CC2=C(N=C(S2)NC(=O)C2C(C3C=CC2C3)C(=O)O)C=C1